CC=1NC=CC1 methyl-(azol)